ClC=1C2=C(N=CN1)N(C=C2C2CCCC2)S(=O)(=O)C2=CC=CC=C2 4-chloro-5-cyclopentyl-7-(phenylsulfonyl)-7H-pyrrolo[2,3-d]pyrimidine